NC1(COC1)C=1SC(=C(N1)C)OC1=C(C=C(C=C1)N1N=CN(C1=O)CC1=C(C=CC=C1F)F)F (4-((2-(3-aminooxetan-3-yl)-4-methylthiazol-5-yl)oxy)-3-fluorophenyl)-4-(2,6-difluorobenzyl)-2,4-dihydro-3H-1,2,4-triazol-3-one